(S)-1-((4,4-difluoro-5-oxopyrrolidin-2-yl)methoxy)-4-((1-hydroxycyclopentyl)ethynyl)-7-isopropoxyisoquinoline-6-carboxamide FC1(C[C@H](NC1=O)COC1=NC=C(C2=CC(=C(C=C12)OC(C)C)C(=O)N)C#CC1(CCCC1)O)F